(S)-7-(4-(2-(5-methyl-1,3,4-oxadiazol-2-yl)phenyl)piperidin-1-yl)-5-oxa-2-azaspiro[3.4]octane CC1=NN=C(O1)C1=C(C=CC=C1)C1CCN(CC1)[C@@H]1COC2(CNC2)C1